15-fluoro-5-(4-methylpiperazin-1-yl)-7,10-dioxa-18,21,22-triazapentacyclo[15.5.2.12,6.011,16.020,23]pentacosa-1(22),2(25),3,5,11,13,15,17,19,23-decaene FC=1C=CC=C2OCCOC3=C(C=CC(C4=NNC5=CN=C(C12)C=C45)=C3)N3CCN(CC3)C